2-[3-[1-[[6-chloro-8-(trifluoromethyl)quinazolin-4-yl]amino]ethyl]pyrazin-2-yl]thiazole-5-carbonitrile ClC=1C=C2C(=NC=NC2=C(C1)C(F)(F)F)NC(C)C=1C(=NC=CN1)C=1SC(=CN1)C#N